COC1=NC=C(C2=CC=CC=C12)C=N[S@](=O)C(C)(C)C (R)-N-((1-methoxyisoquinolin-4-yl)methylene)-2-methylpropan-2-sulfinamide